dimethyl-(1,5-cyclooctadiene) platinum [Pt].CC1=C(CCC=CCC1)C